(R)-2-(2-((2-(isoquinolin-1-yl)propan-2-yl)amino)-2-oxoethyl)pyrrolidine-1-carboxylic acid tert-butyl ester C(C)(C)(C)OC(=O)N1[C@H](CCC1)CC(=O)NC(C)(C)C1=NC=CC2=CC=CC=C12